4-[1-(4-Methoxy-phenyl)-ethyl]-2-methyl-quinazoline COC1=CC=C(C=C1)C(C)C1=NC(=NC2=CC=CC=C12)C